(3R)-4-[4-(2-methanesulfonylpropan-2-yl)-7-(1H-pyrazol-5-yl)imidazo[1,5-b]pyridazin-2-yl]-3-methylmorpholine CS(=O)(=O)C(C)(C)C=1C=2N(N=C(C1)N1[C@@H](COCC1)C)C(=NC2)C2=CC=NN2